ClCCCCC=CCCCCCl 1,10-dichloro-5-decene